FC1=C(OC2=CC=C(C=N2)CN2C(C[C@@H]([C@@H]2C)O)=O)C=CC(=C1)C(F)(F)F (4S,5S)-1-({6-[2-fluoro-4-(trifluoromethyl)phenoxy]pyridin-3-yl}methyl)-4-hydroxy-5-methylpyrrolidin-2-one